2-(4-cyano-3-fluorobenzamido)benzo[d]thiazole-6-carboxylic acid C(#N)C1=C(C=C(C(=O)NC=2SC3=C(N2)C=CC(=C3)C(=O)O)C=C1)F